1,3,5-triazinetrithiol N1=C(N=C(N=C1S)S)S